C(C)(C)(C)N1CC(C(C1)C1=CC=C(C=C1)Cl)C(=O)O 1-(tert-butyl)-4-(4-chlorophenyl)pyrrolidine-3-carboxylic acid